7-((2S,5R)-2-(2-hydroxyethyl)-5-methyl-4-(1-(quinoxalin-6-yl)ethyl)piperazin-1-yl)-4-methyl-2,4-dihydro-5H-pyrazolo[4,3-b]pyridin-5-one OCC[C@@H]1N(C[C@H](N(C1)C(C)C=1C=C2N=CC=NC2=CC1)C)C=1C=2C(N(C(C1)=O)C)=CNN2